ClC1=CC(=C(C=C1)C1=C2C=C(C(=NC2=CC(=N1)N1C[C@@H](OCC1)C=1C=NN(C1)C)C)C)F 5-(4-chloro-2-fluorophenyl)-2,3-dimethyl-7-((2S)-2-(1-methyl-1H-pyrazol-4-yl)-4-morpholinyl)-1,6-naphthyridine